O[C@@H]1CC(C[C@H](C1)N1C(C2(C3=C1N=C(N=C3)NC=3C(=NNC3)C)CC2)=O)(C)C |r| trans-racemic-7'-((1R,5R)-5-hydroxy-3,3-dimethylcyclohexyl)-2'-((3-methyl-1H-pyrazol-4-yl)amino)spiro[cyclopropane-1,5'-pyrrolo[2,3-d]pyrimidin]-6'(7'H)-one